(S)-3-(4-amino-1-oxoisoindolin-2-yl)piperidine-2,6-dione NC1=C2CN(C(C2=CC=C1)=O)[C@@H]1C(NC(CC1)=O)=O